O[C@@H]1C[C@H]2C(CCCC3=C(O2)C=C(C=C3)C(=O)O)[C@H]1\C=C\[C@H](CCCC(C)C)O (2R,3R,11aS)-2-hydroxy-3-[(1E,3S)-3-hydroxy-7-methyl-1-octen-1-yl]-1,2,3,3a,4,5,6,11a-octahydrobenzo[b]cyclopenta[g]oxocine-9-carboxylic acid